4-(3-fluorophenyl)-1-(5-(isopropylsulfanyl)-4-(2-(trifluoromethyl)phenyl)thiazol-2-yl)-3-methyl-1H-pyrazole-5-carboxylic acid FC=1C=C(C=CC1)C=1C(=NN(C1C(=O)O)C=1SC(=C(N1)C1=C(C=CC=C1)C(F)(F)F)SC(C)C)C